C(C)C(/C(/C(=O)O)=C/C(=O)O)CC.C/C(/C(C(=O)O)C(=O)O)=C/C (Z)-2-methyl-but-2-enedicarboxylate (diethyl citraconate)